BrC1=CC(=CC=C1)Br 1,3-Dibromo-benzene